ethyl (S)-2-hydroxybutyrate O[C@H](C(=O)OCC)CC